tert-Butyl 3-(4-(4,4,5,5-tetramethyl-1,3,2-dioxaborolan-2-yl)phenyl)morpholine-4-carboxylate CC1(OB(OC1(C)C)C1=CC=C(C=C1)C1N(CCOC1)C(=O)OC(C)(C)C)C